5-(5-((1-(2-(4-(4-chloro-1,2-diphenylbut-1-en-1-yl)phenoxy)ethyl)piperidin-4-yl)methyl)-2,5-diazabicyclo[2.2.1]heptane-2-yl)-2-(2,6-dioxopiperidin-3-yl)-6-fluoroisoindole ClCCC(=C(C1=CC=CC=C1)C1=CC=C(OCCN2CCC(CC2)CN2C3CN(C(C2)C3)C3=CC2=CN(C=C2C=C3F)C3C(NC(CC3)=O)=O)C=C1)C1=CC=CC=C1